COCCC[C@]12C(C(OC1=O)CC(=O)OCC1=CC=CC=C1)=CCCCC2 Benzyl 2-((3aR)-3a-(3-methoxypropyl)-3-oxo-3,3a,4,5,6,7-hexahydro-1H-cyclohepta[c]furan-1-yl)acetate